F[P-](F)(F)(F)(F)F.N1(N=NC2=C1C=CC=C2)O[P+](N2CCCC2)(N2CCCC2)N2CCCC2 benzotriazol-1-yloxy-tris(pyrrolidinyl)phosphonium Hexafluorophosphate